3,3'-tetramethylenebis[1-(4-vinylbenzyl)-5-butylthio-1H-1,2,4-triazole] C(=C)C1=CC=C(CN2N=C(N=C2SCCCC)CCCCC2=NN(C(=N2)SCCCC)CC2=CC=C(C=C2)C=C)C=C1